(3R)-N-(cyclobutylmethyl)-1-(6-(1-(2-(6-methoxy-1H-indazol-4-yl)thiazol-5-yl)ethyl)pyridin-3-yl)piperidin-3-amine C1(CCC1)CN[C@H]1CN(CCC1)C=1C=NC(=CC1)C(C)C1=CN=C(S1)C1=C2C=NNC2=CC(=C1)OC